C1(=CC=CC=C1)N1CC2=C(C=CC=C2C=C1)C#N 2-phenyl-1,2-dihydroisoquinoline-8-carbonitrile